(E)-2-(2,6-dichloro-4-(3-(3-methyl-6-(methylthio)benzofuran-2-yl)-3-oxoprop-1-en-1-yl)phenoxy)-2-methylpropanoic acid ClC1=C(OC(C(=O)O)(C)C)C(=CC(=C1)\C=C\C(=O)C=1OC2=C(C1C)C=CC(=C2)SC)Cl